C(#N)C1=CC=C(C=C1)S(=O)(=O)C(C)(F)C1CCN(CC1)C1=CN=NS1 4-(1-((4-cyanophenyl)sulfonyl)-1-fluoro-ethyl)-N-(1,2,3-thiadiazol-5-yl)piperidine